O1C(CNC(CNC(CNC(CNC(CNC(CC1)=O)=O)=O)=O)=O)=O 1-oxa-4,7,10,13,16-pentazacyclononadecane-2,5,8,11,14,17-hexone